6-chloro-1,3-dimethyl-2,4-dioxo-1,2,3,4-tetrahydropyrimidine-5-carbonitrile ClC1=C(C(N(C(N1C)=O)C)=O)C#N